6-{4-[(1S)-1-(morpholin-4-yl)ethyl]phenyl}-4-{[(3S)-piperidin-3-yl]amino}pyrido[3,2-d]pyrimidine-8-carboxamide N1(CCOCC1)[C@@H](C)C1=CC=C(C=C1)C=1C=C(C=2N=CN=C(C2N1)N[C@@H]1CNCCC1)C(=O)N